4-(3-(6-(1-(2-Hydroxyacetyl)piperidin-4-yl)pyridin-3-yl)-6-methoxy-1H-pyrazolo[4,3-b]pyridin-5-yl)-2,3-dihydro-1H-indene-1-carbonitrile OCC(=O)N1CCC(CC1)C1=CC=C(C=N1)C1=NNC=2C1=NC(=C(C2)OC)C2=C1CCC(C1=CC=C2)C#N